COCOOC=1C2=CC=CC=C2C(=C2C=CC=CC12)OOCOC 9,10-dimethoxymethyloxyoxyanthracene